F[P-](F)(F)(F)(F)F.N1(N=NC2=C1N=CC=C2)OC(=[N+](C)C)N(C)C 2-(7-azabenzotriazol-1-yl)-1,1,3,3-tetramethyluronium Hexafluorophosphate